ClC=1C(=NC=CC1)C(=O)NC1(CCN(CC1)C1=NC=C(C=C1)C=1C=2N(C=C(C1)OCC1(CNC1)F)N=CC2C#N)C 3-chloro-N-(1-(5-(3-cyano-6-((3-fluoroazetidin-3-yl)methoxy)pyrazolo[1,5-a]pyridin-4-yl)pyridin-2-yl)-4-methylpiperidin-4-yl)picolinamide